COC(=O)C=1N=C(N(C(C1OC)=O)C)C(C(C=1C=NC(=NC1)C)C1=C(C=CC=C1)Cl)C 2-(1-(2-chlorophenyl)-1-(2-methylpyrimidin-5-yl)propan-2-yl)-5-methoxy-1-methyl-6-oxo-1,6-dihydropyrimidine-4-carboxylic acid methyl ester